ClC1=C(C=CC=C1)C1=NCC2=NN=C(N2C=2SC=3CC(CC3C12)C1=C(C=CC=C1)C(=O)N1CCOCC1)CCC 9-(2-chlorophenyl)-3-propyl-13-(morpholine-4-carbonylPhenyl)-16-thia-2,4,5,8-tetraazatetracyclo[8.6.0.02,6.011,15]-hexadeca-1(10),3,5,8,11(15)-pentaene